N-((1R,4s)-4-(2-(((S)-2-(6-Cyanopyridin-2-yl)-2-hydroxyethyl)amino)-2-methylpropyl)cyclohexyl)acetamide C(#N)C1=CC=CC(=N1)[C@H](CNC(CC1CCC(CC1)NC(C)=O)(C)C)O